BrC1=C(C=CC(=C1)Cl)CC(O)C1CC1 2-(2-bromo-4-chlorophenyl)-1-cyclopropylethanol